1-{1-[3-(7-fluoro-1-methyl-1H-1,3-benzodiazol-2-yl)-5-(3-fluoro-5-methylphenyl)pyridin-4-yl]azetidin-3-yl}methanamine FC1=CC=CC2=C1N(C(=N2)C=2C=NC=C(C2N2CC(C2)CN)C2=CC(=CC(=C2)C)F)C